Ortho-HydroxyTriazine ON1NC=CC=N1